Phenyliodine(III) diacetate C(C)(=O)[O-].C(C)(=O)[O-].C1(=CC=CC=C1)[I+2]